C(C)(C)(C)C1CN(CC1)C(=O)NC1CCCCC2=C1C=CC(=C2)C2=NC(=NC=C2)NC=2C=NN(C2)C 3-(tert-butyl)-N-(2-(2-((1-methyl-1H-pyrazol-4-yl)amino)pyrimidin-4-yl)-6,7,8,9-tetrahydro-5H-benzo[7]annulen-5-yl)pyrrolidine-1-carboxamide